(isopentyl) (isodecyl) isophthalate C(C1=CC(C(=O)OCCCCCCCC(C)C)=CC=C1)(=O)OCCC(C)C